FC1=CC=C(C=C1)N1C(C(=CC=C1C)C(=O)N)=O 1-(4-fluorophenyl)-6-methyl-2-keto-1,2-dihydropyridine-3-carboxamide